C=CC1=CC=C(C=C1)S(=O)(=O)O.C=CC1=CC=C(C=C1)S(=O)(=O)N 4-styrenesulfonamide 4-styrenesulfonate